N-[4-(2,6-Dimethylphenyl)-6-methylsulfanyl-pyrimidin-2-yl]-1-methyl-pyrazole-4-sulfonamide CC1=C(C(=CC=C1)C)C1=NC(=NC(=C1)SC)NS(=O)(=O)C=1C=NN(C1)C